Ethyl 7-(1-{4-[3-(5-tert-butyl-2H-pyrazol-3-yl)-ureido]-phenyl}-1H-benzimidazol-5-yloxy)-heptanoate C(C)(C)(C)C=1C=C(NN1)NC(NC1=CC=C(C=C1)N1C=NC2=C1C=CC(=C2)OCCCCCCC(=O)OCC)=O